COC(CC1CCN(CC1)CC1CCN(CC1)C=1C=C2C(N(C(C2=CC1)=O)C1C(NC(CC1)=O)=O)=O)OC 5-[4-[[4-(2,2-dimethoxyethyl)-1-piperidyl]methyl]-1-piperidyl]-2-(2,6-dioxo-3-piperidyl)isoindoline-1,3-dione